7-bromo-3-methyl-2-oxo-1,2-dihydro-1,5-naphthyridine-4-carbaldehyde BrC1=CN=C2C(=C(C(NC2=C1)=O)C)C=O